[Si](C)(C)(C(C)(C)C)OCCCCCOC1=NC(=CC=C1S(=O)(=O)N1[C@@H](CCC1)C(=O)OC(C)(C)C)C tert-Butyl ((2-((5-((tert-butyldimethylsilyl)oxy)pentyl)oxy)-6-methylpyridin-3-yl)sulfonyl)-L-prolinate